[2-(trifluoromethyl)phenyl]amide FC(C1=C(C=CC=C1)[NH-])(F)F